C1(CCCC1)N(C1=C(C=C(C=C1)NC(=O)C=1N=C(OC1CC(F)(F)F)N1CC2(C1)CC(C2)(F)F)F)C N-{4-[cyclopentyl(methyl)amino]-3-fluorophenyl}-2-{6,6-difluoro-2-azaspiro[3.3]heptan-2-yl}-5-(2,2,2-trifluoroethyl)oxazole-4-carboxamide